4-(aminomethyl)2-fluorobenzonitrile NCC1=CC(=C(C#N)C=C1)F